6-fluoro-2-[1-(4-methoxyphenyl)-3-phenyl-1h-pyrazol-5-yl]quinoline FC=1C=C2C=CC(=NC2=CC1)C1=CC(=NN1C1=CC=C(C=C1)OC)C1=CC=CC=C1